N-(4-chloro-2-methoxyphenyl)-N-(methyl-d3)-6-(4-(trifluoromethyl)phenyl)pyrazine-2-carboxamide ClC1=CC(=C(C=C1)N(C(=O)C1=NC(=CN=C1)C1=CC=C(C=C1)C(F)(F)F)C([2H])([2H])[2H])OC